P(=O)(O)(O)O.C=S methylene sulfide phosphate